C(C)(C)(C)N1N=C(C(=C1NC1=CC(=NC=C1)OCCOCCOCCOCCOCCNC(OC(C)(C)C)=O)C#N)C1=CC=C(C=C1)[N+](=O)[O-] tert-butyl N-{14-[(4-{[1-tert-butyl-4-cyano-3-(4-nitrophenyl)-1H-pyrazol-5-yl]amino} pyridin-2-yl)oxy]-3,6,9,12-tetraoxatetradecan-1-yl}carbamate